[S-]C#N.C(CCC)[N+](CCCC)(CCCC)CCCC tetrabutylammonium thiocyanate salt